6-O-β-D-galactopyranosyl-L-ascorbate [C@@H]1([C@H](O)[C@@H](O)[C@@H](O)[C@H](O1)CO)OC[C@@H]([C@@H]1C(=C(C(=O)O1)O)[O-])O